O=C1NC(CCC1N1C(C2=CC=CC(=C2C1=O)NC(CCCOCCCC(=O)O)=O)=O)=O 4-(4-((2-(2,6-dioxopiperidin-3-yl)-1,3-dioxoisoindolin-4-yl)amino)-4-oxobutoxy)butanoic acid